Methyl 2-((1RS,4RS,5SR)-5-((5-cyclopropyl-3-(2,6-dichlorophenyl)isoxazol-4-yl) methoxy)-2-azabicyclo[2.2.1]heptan-2-yl)-4-fluorobenzo[d]thiazole-6-carboxylate C1(CC1)C1=C(C(=NO1)C1=C(C=CC=C1Cl)Cl)CO[C@@H]1[C@H]2CN([C@@H](C1)C2)C=2SC1=C(N2)C(=CC(=C1)C(=O)OC)F |r|